Glyoxal-Monohydrat O.C(=O)C=O